4-(6-{[(1R,2R,5S)-3-{[4-(propan-2-yl)phenyl]carbamoyl}-3-azabicyclo[3.1.0]hexane-2-carbonyl]amino}pyridin-3-yl)benzoic acid CC(C)C1=CC=C(C=C1)NC(=O)N1[C@H]([C@@H]2C[C@@H]2C1)C(=O)NC1=CC=C(C=N1)C1=CC=C(C(=O)O)C=C1